3-methylbut-2-en-1-yl acetate (PRENYL ACETATE) C(C=C(C)C)CC(=O)O.C(C)(=O)OCC=C(C)C